5-(4-Chloro-2-methyl-2H-indazol-5-yl)-3-methyl-2-((1R,2R,4S)-2-(methylamino)-7-azabicyclo[2.2.1]heptan-7-yl)-3,7-dihydro-4H-pyrrolo[2,3-d]pyrimidin-4-one ClC=1C2=CN(N=C2C=CC1C1=CNC=2N=C(N(C(C21)=O)C)N2[C@H]1[C@@H](C[C@@H]2CC1)NC)C